6-[3-(5-chloro-2-fluoro-phenyl)-1H-pyrazol-4-yl]-N-[2-(4-isopropylpiperazin-1-yl)-3-methoxy-2-methyl-propyl]-1,5-naphthyridin-3-amine ClC=1C=CC(=C(C1)C1=NNC=C1C=1N=C2C=C(C=NC2=CC1)NCC(COC)(C)N1CCN(CC1)C(C)C)F